2,2'-azo-bis(3-ethylbenzothiazole-6-sulfonic acid) diammonium salt [NH4+].[NH4+].N(=NC1SC2=C(N1CC)C=CC(=C2)S(=O)(=O)[O-])C2SC1=C(N2CC)C=CC(=C1)S(=O)(=O)[O-]